F[C@H]1CN(CC[C@H]1NC=1C=2N(C=CC1)C(=C(N2)C#CCNC2=C(C=C(C(=O)NC)C=C2)OC)\C=C/C)C 4-((3-(8-(((3S,4R)-3-fluoro-1-methylpiperidin-4-yl)amino)-3-((Z)-prop-1-en-1-yl)imidazo[1,2-a]pyridin-2-yl)prop-2-yn-1-yl)amino)-3-methoxy-N-methylbenzamide